3'-guanylic acid [C@@H]1([C@H](O)[C@H](OP(=O)(O)O)[C@@H](CO)O1)N1C=NC=2C(=O)NC(N)=NC12